N-(2-hydroxyethyl)-N-methyl-butanamide OCCN(C(CCC)=O)C